2,4,6-trichlorophenyl 5-acetyl-3,3-difluoro-2,3,4,5-tetrahydropyrido[3,2-b][1,4]oxazepine-8-carboxylate C(C)(=O)N1C2=C(OCC(C1)(F)F)C=C(C=N2)C(=O)OC2=C(C=C(C=C2Cl)Cl)Cl